C(C)(=O)N1CC2(C1)CCC(CC2)N2C(C1=CC(=CC(=C1C2)C(C)NC2=C(C(=O)O)C=CC=C2)C)=O 2-((1-(2-(2-acetyl-2-azaspiro[3.5]nonan-7-yl)-6-methyl-1-oxoisoindolin-4-yl)ethyl)amino)benzoic acid